C(C)OC(CCCCCCC\C=C/CCO)OCC (3Z)-12,12-diethoxy-3-dodecen-1-ol